2,3,4,6-tetrachloroanisole ClC1=C(C(=CC(=C1Cl)Cl)Cl)OC